CN(C)[V](N(C)C)(N(C)C)(N(C)C)(N(C)C)(N(C)C)(N(C)C)N(C)C.[V] vanadium tetra(dimethylamino)tetrakis(dimethylamino)vanadium